5-(piperazin-1-yl)pyrazolo[1,5-a]pyrimidine-3-carboxamide N1(CCNCC1)C1=NC=2N(C=C1)N=CC2C(=O)N